5-[2-[4-[(3S)-3-(5-fluoro-6-methylpyridin-3-yl)-1,2-oxazolidine-2-carbonyl]piperidin-1-yl]pyrimidin-4-yl]-5-azaspiro[2.4]heptan-4-one FC=1C=C(C=NC1C)[C@H]1N(OCC1)C(=O)C1CCN(CC1)C1=NC=CC(=N1)N1C(C2(CC2)CC1)=O